chloride cobalt salt [Co+2].[Cl-].[Cl-]